5-(4-chlorobutyl)-1-cyclohexyl-1,2,3,4-tetrazole ClCCCCC1=NN=NN1C1CCCCC1